1-(5-(cyclopropylethynyl)-6-(1,1-difluoroethyl)pyridin-3-yl)-3-(1-(4-(2,6-dioxopiperidin-3-yl)-3,5-difluorophenyl)azetidin-3-yl)urea C1(CC1)C#CC=1C=C(C=NC1C(C)(F)F)NC(=O)NC1CN(C1)C1=CC(=C(C(=C1)F)C1C(NC(CC1)=O)=O)F